OCC1CC2=C(N=NC(=C2)C2=C(C=C(C=C2C)C(F)(F)F)O)N(C1)[C@H]1CNCCC1 2-(6-(hydroxymethyl)-8-((R)-piperidin-3-yl)-5,6,7,8-tetrahydropyrido[2,3-c]pyridazin-3-yl)-3-methyl-5-(trifluoromethyl)phenol